CN1N=CC2=CC(=CC=C12)C1=C(C=C(C=C1)[N+](=O)[O-])C=1N=NNN1 1-methyl-5-(4-nitro-2-(2H-tetrazol-5-yl)phenyl)-1H-indazole